2-((4-(6-methyl-5-(trifluoromethyl)pyrimidin-4-yl)piperazin-1-yl)methyl)benzo[d]oxazole CC1=C(C(=NC=N1)N1CCN(CC1)CC=1OC2=C(N1)C=CC=C2)C(F)(F)F